1,3-Diphenyl-8H-indeno[1,2-c]thiophen-8-on C1(=CC=CC=C1)C1=C2C(=C(S1)C1=CC=CC=C1)C=1C=CC=CC1C2=O